Cl.C[C@@H]1C[C@@H](CN1)COC1=CC=C(C=C1)S(=O)(=O)C1CN(C1)C(=O)OCC=C allyl 3-((4-(((3S,5R)-5-methylpyrrolidin-3-yl)methoxy)phenyl)sulfonyl)azetidine-1-carboxylate HCl salt